piperidine-4-carbonitrile, hydrochloride Cl.N1CCC(CC1)C#N